4-amino-N-((3S)-6-bromo-2,3-dihydro-1-benzothien-3-yl)-7-fluoro-N,3-dimethyl-3H-pyrazolo[3,4-c]quinoline-8-carboxamide NC1=NC=2C=C(C(=CC2C2=C1N(N=C2)C)C(=O)N(C)[C@@H]2CSC1=C2C=CC(=C1)Br)F